(R)-2-chloro-N-(5-chloro-6-(1-methyl-1H-pyrazol-4-yl)pyridin-3-yl)-8-methyl-8-(trifluoromethyl)-7,8-dihydro-6H-pyrazolo[1,5-a]pyrrolo[2,3-e]pyrimidine-6-carboxamide ClC1=NN2C(N=CC3=C2[C@@](CN3C(=O)NC=3C=NC(=C(C3)Cl)C=3C=NN(C3)C)(C(F)(F)F)C)=C1